azo-diisobutyronitrile isoamyl-acetate C(CC(C)C)CC(=O)O.N(=NC(C#N)(C)C)C(C#N)(C)C